N-(5-fluoro-2-methylbenzo[d]oxazol-6-yl)-4-(piperazin-1-yl)-2,3-dihydro-1H-pyrrolo[2,3-b]pyridine-1-carboxamide hydrochloride Cl.FC=1C(=CC2=C(N=C(O2)C)C1)NC(=O)N1CCC=2C1=NC=CC2N2CCNCC2